6-chloro-4-{4-[(1H-indazol-7-yl)methyl]piperazin-1-yl}-1-methyl-2-oxo-1,2-dihydro-1,5-naphthyridine-3-carbonitrile ClC=1N=C2C(=C(C(N(C2=CC1)C)=O)C#N)N1CCN(CC1)CC=1C=CC=C2C=NNC12